C[C@H]([C@H](C1=CC=CC=C1)O)N 1R,2S-PHENYLPROPYLAMINE